4-(4-fluorophenoxy)-[1,1'-biphenyl]-3-carboxylic acid methyl ester COC(=O)C=1C=C(C=CC1OC1=CC=C(C=C1)F)C1=CC=CC=C1